C(C1=CC=CC=C1)(=O)NC(=S)NCCO 1-benzoyl-3-(2-hydroxyethyl)thiourea